2-thiophenemethanamine S1C(=CC=C1)CN